2-((3,5-dimethylisoxazol-4-yl)methoxy)-N-(4-sulfamoylphenethyl)benzamide CC1=NOC(=C1COC1=C(C(=O)NCCC2=CC=C(C=C2)S(N)(=O)=O)C=CC=C1)C